C(C)(C)(C)OC(=O)NC1(CC2=CC=C(C=C2CC1)O)C(=O)OC methyl 2-((tert-butoxycarbonyl) amino)-6-hydroxy-1,2,3,4-tetrahydronaphthalene-2-carboxylate